[2-(hydroxymethyl)-3-(3-sulfanylpropanoyloxy)-2-(3-sulfanylpropanoyloxymethyl)propyl]3-sulfanylpropanoate OCC(COC(CCS)=O)(COC(CCS)=O)COC(CCS)=O